NC1CC2=CC=C(C=C2C1)NC(C=C)=O N-(2-aminoindan-5-yl)acrylamide